OC1=C(OC2=CC(=CC(=C2C1=O)O)O)C1=CC=C(C=C1)OC1COC1 3,5,7-Trihydroxyl-2-[4-(oxetan-3-yloxy)phenyl]chromen-4-one